4-((3-(4-(difluoromethoxy)phenyl)imidazo[1,2-a]pyrazin-8-yl)amino)-2-methyl-N-(2-(2-(methylamino)-2-oxoethoxy)ethyl)benzamide FC(OC1=CC=C(C=C1)C1=CN=C2N1C=CN=C2NC2=CC(=C(C(=O)NCCOCC(=O)NC)C=C2)C)F